BrC=1C=2N(C3=CC(=NC=C3C1)SC)C=CN2 4-bromo-8-(methylsulfanyl)imidazo[1,2-a]1,6-naphthyridine